(3-(1-(6-(4-((1-(5-(2,6-dioxopiperidin-3-yl)pyridin-2-yl)piperidin-4-yl)methyl)piperazin-1-yl)pyridin-3-yl)-3-(pyridin-4-yl)-1H-pyrazol-4-yl)-2-fluorophenyl)propane-1-sulfonamide O=C1NC(CCC1C=1C=CC(=NC1)N1CCC(CC1)CN1CCN(CC1)C1=CC=C(C=N1)N1N=C(C(=C1)C=1C(=C(C=CC1)C(CC)S(=O)(=O)N)F)C1=CC=NC=C1)=O